C(C)OC=1C=CC(=NC1)C=1N=C(SC1)NC1=NC=CC(=C1)C 4-(5-ethoxypyridin-2-yl)-N-(4-methylpyridin-2-yl)thiazol-2-amine